C12C(C3CC(CC(C1)C3)C2)NCCCCCCCNC(=O)C2=NN(C(=C2C)C2=CC=C(C=C2)Cl)C2=C(C=C(C=C2)Cl)Cl N-(7-(((1r,3r,5r,7r)-adamantan-2-yl)amino)heptyl)-5-(4-chlorophenyl)-1-(2,4-dichlorophenyl)-4-methyl-1H-pyrazole-3-carboxamide